benzyl 2,2-dimethyl-6,11-dioxo-1,2,4,5,6,11-hexahydro-3H-naphtho[2,3-d]azepine-3-carboxylate CC1(N(CCC2=C(C1)C(C1=CC=CC=C1C2=O)=O)C(=O)OCC2=CC=CC=C2)C